O1CCN(CC1)C1=CC=CC=N1 6-morpholinopyridin